[N+](=O)([O-])[O-].[Cu+] copper (I) Nitrate